CN1N=CC(=C1)CNC1CC1 N-[(1-methylpyrazol-4-yl)methyl]cyclopropanamine